BrC1=CC2=C(OCCCC2=O)C=C1OC 7-bromo-8-methoxy-3,4-dihydrobenzo[b]oxepin-5(2H)-one